N-((1R,2R,4S)-7-cyano-7-azabicyclo[2.2.1]heptan-2-yl)-6-fluoro-1-(6-methyl-2-pyridinyl)-1H-indazole-5-carboxamide C(#N)N1[C@H]2[C@@H](C[C@@H]1CC2)NC(=O)C=2C=C1C=NN(C1=CC2F)C2=NC(=CC=C2)C